(S)-8-(2-amino-6-((R)-1-(4-chloro-2-(2-isopropylpyridin-4-yl)phenyl)-2,2,2-trifluoroethoxy)pyrimidin-4-yl)-2,8-diazaspiro[4.5]decane-3-carboxylic acid NC1=NC(=CC(=N1)N1CCC2(C[C@H](NC2)C(=O)O)CC1)O[C@@H](C(F)(F)F)C1=C(C=C(C=C1)Cl)C1=CC(=NC=C1)C(C)C